OC1=C(C(=CC(=C1C(=O)N1CCN(CC1)S(=O)(=O)C)CCCCC)O)C1CCCC(=C1)C (2,6-dihydroxy-5'-methyl-4-pentyl-1',2',3',4'-tetrahydro-[1,1'-biphenyl]-3-yl)(4-(methylsulfonyl)piperazin-1-yl)methanone